C1=CC=CC=2C3=CC=CC=C3N(C12)CC=1N(C(=NN1)SCC1=CC=C(C#N)C=C1)C1=CC=CC=C1 4-(((5-((9H-carbazol-9-yl)methyl)-4-phenyl-4H-1,2,4-triazol-3-yl)thio)methyl)benzonitrile